N-[3-[[4-dimethylaminobenzoyl]amino]propyl]-N,N-dimethyl-1-dodecylammonium CN(C1=CC=C(C(=O)NCCC[N+](C)(C)CCCCCCCCCCCC)C=C1)C